6-(4-(4-methoxybenzyl)-3-oxopiperazine-1-yl)pyridazine-3-carboxylic acid methyl ester COC(=O)C=1N=NC(=CC1)N1CC(N(CC1)CC1=CC=C(C=C1)OC)=O